C1(=CC=CC2=CC=CC=C12)O[C@@H](CC=O)C=1SC=CC1 (S)-3-(1-naphthyloxy)-3-(2-thienyl)propanal